FC(C1=CC=C2C(=NN(C2=C1)C1=CC=C(C=C1)C(F)(F)F)CNS(=O)(=O)C)(F)F N-[[6-(trifluoromethyl)-1-[4-(trifluoromethyl)phenyl]indazol-3-yl]methyl]methanesulfonamide